trans-4-(2-methoxyethoxy)cyclohexanamine COCCO[C@@H]1CC[C@H](CC1)N